2-chloro-4-isothiocyanato-1-methoxybenzene ClC1=C(C=CC(=C1)N=C=S)OC